BrC1=CC=C(C=C1)C1=CC(=CC=C1)C1N=CN(CN1C1=CC=CC=C1)C1=CC=CC=C1 (4'-bromobiphenyl-3-yl)-3,5-diphenyl-1,3,5-triazine